dichloro(methyl)phosphine ClP(C)Cl